5-(8-(dimethylamino)-8-(3-fluorophenyl)-2-oxo-1,3-diazaspiro[4.5]decan-3-yl)pyrimidine-2-carbonitrile CN(C1(CCC2(CN(C(N2)=O)C=2C=NC(=NC2)C#N)CC1)C1=CC(=CC=C1)F)C